CC1=C(NC2=CC(=CC=C12)OCC1CC1)C methyl-6-(cyclopropylmethoxy)-2-methylindole